4-(cyclobutylsulfonyl)-N-(1-(3,3-difluorocyclobutyl)-2-oxo-1,2-dihydropyridin-3-yl)-2-(4,4-dimethyl-1,4-azasilinan-1-yl)benzamide C1(CCC1)S(=O)(=O)C1=CC(=C(C(=O)NC=2C(N(C=CC2)C2CC(C2)(F)F)=O)C=C1)N1CC[Si](CC1)(C)C